methyl 4-[3-hydroxy-5-(3-hydroxy-1-methylazetidin-3-yl)pyridin-2-yl]-5-methylthiophene-2-carboxylate OC=1C(=NC=C(C1)C1(CN(C1)C)O)C=1C=C(SC1C)C(=O)OC